C(CCCCCCCCCCCCCCCCCCCCC)(=O)OCCCCCCCCCCCCCCCCCC Stearyl alcohol behenate